FC1=CC(=C(C=C1)S(=O)(=O)N)S(=O)(=O)C(F)(F)F 4-fluoro-2-((trifluoromethyl)sulfonyl)benzenesulfonamide